C(C)(C)(C)OC(=O)N1C2CN(CC1CC2)C2=CC(=C1C=C(COC1=C2)[N+](=O)[O-])F 3-(5-fluoro-3-nitro-2H-chromen-7-yl)-3,8-diazabicyclo[3.2.1]octane-8-carboxylic acid tert-butyl ester